(2S)-2-(diisopropylcarbamoylamino)-4-[2-isopropoxyethyl-[4-(5,6,7,8-tetrahydro-1,8-naphthyridin-2-yl)butyl]amino]butanoic acid C(C)(C)N(C(=O)N[C@H](C(=O)O)CCN(CCCCC1=NC=2NCCCC2C=C1)CCOC(C)C)C(C)C